5-(8-(8-oxa-2-azaspiro[4.5]decan-2-yl)imidazo[1,2-b]pyridazin-6-yl)pyrimidine-2,4(1H,3H)-dione C1N(CCC12CCOCC2)C=2C=1N(N=C(C2)C=2C(NC(NC2)=O)=O)C=CN1